1-({3,4-difluoro-2-[(2-fluoro-4-iodophenyl)amino]Phenyl}carbonyl)-3-[(2,3-dihydro-1H-inden-1-ylamino)methyl]Azetidin-3-ol acetate salt C(C)(=O)O.FC=1C(=C(C=CC1F)C(=O)N1CC(C1)(O)CNC1CCC2=CC=CC=C12)NC1=C(C=C(C=C1)I)F